2-amino-3,4-dihydroxy-carboxyl-butyric acid NC(C(=O)O)(C(CO)O)C(=O)O